PYRIMIDINE-4-ONE N1=CNC(C=C1)=O